FC1(CN(C[C@@H](C1)N1C(CCC1)=O)C(=O)OC1=CC(=CC(=C1)F)F)F 3,5-difluorophenyl (5R)-3,3-difluoro-5-(2-oxopyrrolidin-1-yl)piperidine-1-carboxylate